3-(trifluoromethyl)-2-pyridincarbonitrile FC(C=1C(=NC=CC1)C#N)(F)F